[O-2].[Ce+3].[NH4+].[O-2] ammonium cerium oxide